COC(CC1(CC(C1)CC#N)C1=CC(=CC=C1)NC(=O)OC(C)(C)C)=O cis-2-[(1r,3r)-1-{3-[(tert-butoxycarbonyl)amino]phenyl}-3-(cyanomethyl)cyclobutyl]acetic acid methyl ester